8-[(8aS)-6-chloro-4-fluoro-10-(prop-2-enoyl)-8,8a,9,10,11,12-hexahydropyrazino[2',1':3,4][1,4]oxazepino[5,6,7-de]quinazolin-5-yl]-7-methylisoquinolin-1(2H)-one ClC1=C2C3=C(N=CN=C3C(=C1C=1C(=CC=C3C=CNC(C13)=O)C)F)N1[C@H](CO2)CN(CC1)C(C=C)=O